ClC1=CC=C(C=C1)C1=NCC2=NN=C(N2C=2SC=3CC(CC3C12)C(=O)N1CCOCC1)C 9-(4-chlorophenyl)-3-methyl-13-(morpholine-4-carbonyl)-16-thia-2,4,5,8-tetraazatetracyclo[8.6.0.02,6.011,15]hexadeca-1(10),3,5,8,11(15)-pentaene